C(C)(C)(C)OC(=O)N[C@@H](CCC(N(CCNC(OC(C)(C)C)=O)CCNC(=O)OC(C)(C)C)=O)C(NCCCCCC(=O)OCC)=O ethyl (S)-12-((tert-butoxycarbonyl)amino)-8-(2-((tert-butoxycarbonyl)amino)ethyl)-2,2-dimethyl-4,9,13-trioxo-3-oxa-5,8,14-triazaicosan-20-oate